CN1C(C(=CC2=C(C=C(C=C12)C1(C(COCC1)[2H])[2H])N1CCCC=2N=C(N=CC21)C=2C=CC(=NC2)C(=O)O)C)=O 5-(5-(1,3-dimethyl-2-oxo-7-(tetrahydro-2H-pyran-4-yl-3,4-d2)-1,2-dihydroquinolin-5-yl)-5,6,7,8-tetrahydropyrido[3,2-d]pyrimidin-2-yl)picolinic acid